ClC1=C(C=C(C(=C1)F)N=C1SC(N2N1CCCC2)=O)SCOC(C)=O acetic acid [[2-chloro-4-fluoro-5-[(tetrahydro-3-oxo-1H,3H-[1,3,4]thiadiazolo[3,4-a]pyridazin-1-ylidene)amino]phenyl]thio]-methyl ester